C1#CC#CC#CC#CC#CC#CC#CC#CC#C1 The molecule is an allotrope of carbon with molecular formula C18 existing as a ring of eighteen carbon atoms, connected by alternating triple and single bonds. It is an elemental carbon and a carbocyclic compound.